ClC(=C(C(=C(Cl)F)F)F)F 1,4-dichlorotetrafluorobutadiene